FC1=C(C(=CC=C1)OC)C=1C=C2C(=CN1)NN=C2C(=O)NC2=CC=C(C=C2)N2CCN(CC2)C 5-(2-fluoro-6-methoxyphenyl)-N-(4-(4-methylpiperazin-1-yl)phenyl)-1H-pyrazolo[3,4-c]pyridine-3-carboxamide